OC1COC(C(C1O)OC1OC(C(C(C1O)O)O)C)CO 3,4-dihydroxy-6-(hydroxymethyl)-5-(3,4,5-trihydroxy-6-methyloxan-2-yl)oxyoxan